O=C1N(C(CC1)=O)OC(CC(SSC1=NC=CC=C1)C1CCC1)=O 3-cyclobutyl-3-(pyridin-2-yldisulfanyl)propanoic acid 2,5-dioxopyrrolidin-1-yl ester